1-(3-hydroxyphenyl)-ethanone OC=1C=C(C=CC1)C(C)=O